C1(CC1)CN1N=C(C(=C1)C1=C(C=CC(=N1)N1C=NC2=C1C=C(C(=C2)NC=2N=NC(=CC2)C)F)C2OCCO2)C 1-[6-[1-(cyclopropylmethyl)-3-methyl-pyrazol-4-yl]-5-(1,3-dioxolan-2-yl)-2-pyridyl]-6-fluoro-N-(6-methylpyridazin-3-yl)benzimidazol-5-amine